P(=O)(OCCCO)([O-])[O-] Hydroxy-propyl Phosphate